5-cyano-2-isopropoxy-benzoic acid methyl ester COC(C1=C(C=CC(=C1)C#N)OC(C)C)=O